N-((1R,2S)-2-fluorocyclopropyl)-5-(piperazin-1-yl)picolinamide hydrochloride Cl.F[C@@H]1[C@@H](C1)NC(C1=NC=C(C=C1)N1CCNCC1)=O